2-bromo-9-(2-ethylhexyl-oxy)anthracene BrC1=CC2=C(C3=CC=CC=C3C=C2C=C1)OCC(CCCC)CC